CSCC[C@@H](C(=O)O)NC(=O)CN The molecule is a dipeptide formed from glycine and L-methionine residues. It has a role as a metabolite. It is a tautomer of a Gly-Met zwitterion.